[Al].CC(C)(CC(C(C)OOC(C)(C)C)C)OOC(C)(C)C 2,4-dimethyl-2,5-di(tert-butylperoxy)hexane aluminum